methyl 4,5-dichloro-3,3-dimethylvalerate ClC(C(CC(=O)OC)(C)C)CCl